O=S1(N(C(=CC(=N1)C1CCC(CC1)C(F)(F)F)C(=O)NC1=NC(=CN=C1)C(F)(F)F)C(C)C)=O 1,1-dioxo-2-(propan-2-yl)-5-[(1r,4r)-4-(trifluoromethyl)cyclohexyl]-N-[6-(trifluoromethyl)pyrazin-2-yl]-2H-1λ6,2,6-thiadiazine-3-carboxamide